CC1CCC(CC1)\N=C\1/OC(C(=C1CC(=O)OCC)CCCCCCCCC)=O Ethyl (Z)-2-(2-((4-methylcyclohexyl)imino)-4-nonyl-5-oxo-2,5-dihydrofuran-3-yl)acetate